COC(C=O)=CC1=CC=CC=C1 α-methoxycinnamaldehyde